C(C1=CC=CC=C1)N([C@@H](C)C(=O)OC)C([C@@H](CCC)NC(=O)OC(C)(C)C)=O methyl N-benzyl-N-((R)-2-((tert-butoxycarbonyl)amino)pentanoyl)-L-alaninate